2-((S)-1-chloroethyl)-1-(((S)-oxetan-2-yl)methyl)-1H-benzo[d]imidazole-6-carboxylic acid propyl ester C(CC)OC(=O)C=1C=CC2=C(N(C(=N2)[C@H](C)Cl)C[C@H]2OCC2)C1